COC(=O)C1(CCC2(C(N(C3=CC=C(C=C23)I)C)=O)CC1)NC1=CC(=CC=C1)Br (1r,4r)-4-(3-bromoanilino)-5'-iodo-1'-methyl-2'-oxo-1',2'-dihydrospiro[cyclohexane-1,3'-indole]-4-carboxylic acid methyl ester